N-({4-[2-(pyrrolidin-1-yl)-1,3-thiazole-5-sulfonyl]phenyl}methyl)-1H-pyrrolo[3,2-c]pyridine-2-carboxamide N1(CCCC1)C=1SC(=CN1)S(=O)(=O)C1=CC=C(C=C1)CNC(=O)C1=CC=2C=NC=CC2N1